C(CC(C)C)NC(=O)N1C=NC(=C1)C1=NC=CC=C1 N-iso-Pentyl-4-(pyridin-2-yl)-1H-imidazole-1-carboxamide